dimethyl 3-hydroxypentanedioate OC(CC(=O)OC)CC(=O)OC